aluminum-zinc water O.[Zn].[Al]